(R)-1-phenyl-ethan-1-aminium C1(=CC=CC=C1)[C@@H](C)[NH3+]